6-[(7S)-3-[5-[4-(3-Methylpyridin-2-yl)phenyl]-7H-pyrrolo[2,3-c]pyridazin-3-yl]-6,7,8,9-tetrahydro-5H-benzo[7]annulen-7-yl]-3-oxa-6-azabicyclo[3.1.1]heptane CC=1C(=NC=CC1)C1=CC=C(C=C1)C1=CNC=2N=NC(=CC21)C2=CC1=C(CC[C@@H](CC1)N1C3COCC1C3)C=C2